ethyl 1-(3-chloropyridin-2-yl)-3-(thietan-3-yloxy)-4,5-dihydro-1H-pyrazole-5-carboxylate ClC=1C(=NC=CC1)N1N=C(CC1C(=O)OCC)OC1CSC1